5-benzyl-4H-1,2,4-triazole-3-carboxamide C(C1=CC=CC=C1)C=1NC(=NN1)C(=O)N